C(C)(C)(C)N1N=C(C=C1NC(OCC1=CC=CC=C1)=O)[C@@H]1C[C@@H](CC1)O[Si](C)(C)C(C)(C)C benzyl {1-tert-butyl-3-[(1S,3R)-3-{[tert-butyl(dimethyl)silyl]oxy}cyclopentyl]-1H-pyrazol-5-yl}carbamate